C(CCC)C(CCCCC)=C 6-butyl-6-heptene